1-[4-(benzylamino)-8-(2,2-difluoroethoxy)-5,6,7,8-tetrahydroquinazolin-2-yl]-2-methyl-indole-4-carboxamide C(C1=CC=CC=C1)NC1=NC(=NC=2C(CCCC12)OCC(F)F)N1C(=CC=2C(=CC=CC12)C(=O)N)C